6-((1-ethyl-1H-pyrazol-5-yl)-1-(4-fluorophenyl)-4,4a,5,6,7,8-hexahydro-1H-pyrazolo[3,4-g]isoquinolin-4a-yl)(4-(trifluoromethyl)pyridin-2-yl)methanone C(C)N1N=CC=C1C1=NN(C=2C=C3CCNCC3(CC21)C2=CC(=CC(=N2)C=O)C(F)(F)F)C2=CC=C(C=C2)F